CS(=O)(=O)CCC(=O)N1CC2=CC(=CC=C2CC1)C1=CC=C(C=C1)OC(F)(F)F 3-(methylsulfonyl)-1-(7-(4-(trifluoromethoxy)-phenyl)-3,4-dihydroisoquinolin-2(1H)-yl)propan-1-one